2-(pyridine-2-yl)acrylonitrile N1=C(C=CC=C1)C(C#N)=C